2,8,12-Trimethylhexacosane CC(C)CCCCCC(CCCC(CCCCCCCCCCCCCC)C)C